6-[(2,6-dimethyl-4-triisopropylsiloxy-phenyl)-hydroxy-methyl]-3,4-dihydro-1H-naphthyridin-2-one CC1=C(C(=CC(=C1)O[Si](C(C)C)(C(C)C)C(C)C)C)C(C=1C=C2CCC(NC2=NC1)=O)O